BrC1=CN(C(C2=C1N=C(N=C2)SC)=O)C2=C(C=CC=C2Cl)Cl 8-bromo-6-(2,6-dichlorophenyl)-2-(methylthio)pyrido[4,3-d]pyrimidin-5(6H)-one